FC=1C=C(OCCCC(C(=O)N2CCN(CC2)S(=O)(=O)C=2C=CC3=C(CCO3)C2)(C)C)C=CC1F 5-(3,4-Difluorophenoxy)-1-(4-((2,3-dihydrobenzofuran-5-yl)sulfonyl)piperazin-1-yl)-2,2-dimethylpentan-1-one